1-(2,2-difluoropropyl)-6-(2-(2-(trifluoromethyl)pyridin-4-yl)-2,6-diazaspiro[3.4]octan-6-yl)-1H-pyrazolo[3,4-b]pyrazine FC(CN1N=CC=2C1=NC(=CN2)N2CC1(CN(C1)C1=CC(=NC=C1)C(F)(F)F)CC2)(C)F